FC1=C(SC2=C1COCC2)[S@@](=O)(N)=NC(NC2=C1C(=CC=3CCCC23)CC1)=O (R)-3-fluoro-N'-((2,4,5,6-tetrahydro-1H-cyclobuta[f]inden-3-yl)carbamoyl)-6,7-dihydro-4H-thieno[3,2-c]pyran-2-sulfonimidamide